(but-3-yn-2-yl)malonic acid diethyl ester C(C)OC(C(C(=O)OCC)C(C)C#C)=O